3,3-dimethyl-1-oxobutan CC(CC=O)(C)C